2,2-dimethyl-1-((2S,5S)-9-(4,4,4-trifluoro-3-hydroxy-3-phenylbut-1-yn-1-yl)-2,3-dihydro-2,5-methanopyrido[3,4-f][1,4]oxazepin-4(5H)-yl)propan-1-one CC(C(=O)N1C[C@H]2OC3=C([C@@H]1C2)C=NC=C3C#CC(C(F)(F)F)(C3=CC=CC=C3)O)(C)C